COC(CCCCCCCCCCC\C=C/CCCCCCCC)=O Cis-13-docosa-enoic acid methyl ester